BrC=1C=C2C=3CCCC(C3NC2=CC1)N[C@H](C)C1=CC=NC=C1 6-bromo-N-((R)-1-(pyridin-4-yl)ethyl)-2,3,4,9-tetrahydro-1H-carbazol-1-amine